2-(7-((2S,5R)-2,5-diethyl-4-(1-(thiazolo[5,4-b]pyridin-2-yl)ethyl)piperazin-1-yl)-4-methyl-5-oxo-4,5-dihydro-2H-pyrazolo[4,3-b]pyridin-2-yl)acetonitrile C(C)[C@@H]1N(C[C@H](N(C1)C(C)C=1SC2=NC=CC=C2N1)CC)C=1C=2C(N(C(C1)=O)C)=CN(N2)CC#N